FC1=C(C=C(C=C1C)C1=C(C=C(C=C1C)F)C)[C@H](CC(=O)O)NC(C(CC(C)C)N1C(C=CC(=C1)CCN1CC(C1)F)=O)=O (3S)-3-(4,4'-difluoro-2',5,6'-trimethyl-[1,1'-biphenyl]-3-yl)-3-(2-(5-(2-(3-fluoroazetidin-1-yl)ethyl)-2-oxopyridin-1(2H)-yl)-4-methylpentanamido)propanoic acid